N-(4-{[6-fluoro-3-(2,2,2-trifluoroacetamido)pyridin-2-yl]ethynyl}pyridin-2-yl)-2,2-dimethylpropanamide FC1=CC=C(C(=N1)C#CC1=CC(=NC=C1)NC(C(C)(C)C)=O)NC(C(F)(F)F)=O